BrC1=NN(C(=C1)Br)C1=CC(=CC=C1)OC(C([2H])([2H])[2H])([2H])[2H] 3,5-dibromo-1-[3-(1,1,2,2,2-pentadeuteroethoxy)phenyl]pyrazole